3-(4-fluoro-5-(((2R,3S)-3-((4-isopropoxycyclohexyl)amino)tetrahydro-2H-pyran-2-yl)methyl)-1-oxoisoindolin-2-yl)piperidine-2,6-dione FC1=C2CN(C(C2=CC=C1C[C@H]1OCCC[C@@H]1NC1CCC(CC1)OC(C)C)=O)C1C(NC(CC1)=O)=O